O[C@@H](CO)[C@@H]1C(=C(C(O1)=O)O)O (5R)-[(1S)-1,2-Dihydroxyethyl]-3,4-dihydroxyfuran-2(5H)-on